8-chloro-N-(piperidin-4-yl)isoquinolin-4-amine hydrochloride Cl.ClC=1C=CC=C2C(=CN=CC12)NC1CCNCC1